scandium cis-vaccenate C(CCCCCCCCC\C=C/CCCCCC)(=O)[O-].[Sc+3].C(CCCCCCCCC\C=C/CCCCCC)(=O)[O-].C(CCCCCCCCC\C=C/CCCCCC)(=O)[O-]